5-chloro-3-(2-(2-chlorophenyl)-3,4,6,7-tetrahydro-5H-imidazo[4,5-c]pyridin-5-yl)-3,4-dihydroquinolin-2(1H)-one ClC1=C2CC(C(NC2=CC=C1)=O)N1CC2=C(CC1)N=C(N2)C2=C(C=CC=C2)Cl